CC1=C(C=CC=C1OC1CCNCC1)N1C(NC(CC1)=O)=O 1-(2-methyl-3-(piperidin-4-yloxy)phenyl)dihydropyrimidine-2,4(1H,3H)-dione